5-(3-Methoxyazetidin-1-yl)-6-(Oxazin-3-ylmethoxy)picolinic acid methyl ester COC(C1=NC(=C(C=C1)N1CC(C1)OC)OCC=1NOC=CC1)=O